NC1=C(C(=O)O)C=CC(=C1)C(=O)O aminoterephthalic acid